C(C1=CC=CC=C1)OC1=C(C=CC(=C1)C(F)F)N1C(C([C@@H]1C1=C(C=C(C(=C1)F)N1CCC(CC1)C(OCCCC)OCCCC)OC)(CC)CC)=O (4S)-1-[2-(benzyloxy)-4-(difluoromethyl)phenyl]-4-{4-[4-(dibutoxymethyl)piperidin-1-yl]-5-fluoro-2-methoxyphenyl}-3,3-diethylazetidin-2-one